BrC=1C(=C(SC1C#N)C(=O)NC1(CC1)C(=O)OC)C methyl 1-{[(4-bromo-5-cyano-3-methyl-2-thienyl)carbonyl]amino}cyclopropanecarboxylate